O1C(CCCC1)C=1C(NN=CC1)=O tetrahydropyran-2-yl-pyridazin-3-one